Cl.Cl.CN1N=NC=C1C=1C=CC(=C(C1)O)C1=CN=C(N=N1)N1C[C@@H](NCC1)C(C)C 5-(1-methyl-1H-1,2,3-triazol-5-yl)-2-{3-[(3S)-3-(propan-2-yl)piperazin-1-yl]-1,2,4-triazin-6-yl}phenol dihydrochloride